CNC1CCN(CC1)CC1=CC=C(C=C1)N1C(=NC=2C1=NC(=CC2)C2=CC=CC=C2)C=2C(=NC=CC2)N 3-(3-(4-((4-(methylamino)piperidin-1-yl)methyl)phenyl)-5-phenyl-3H-imidazo[4,5-b]pyridin-2-yl)pyridin-2-amine